4,4'-[(3-oxo-1,3-dihydro-2-benzofuran-1,1-diyl)bis(Toluene-2,5-diyloxy)]dibenzene-1,2-dicarboxylic acid O=C1OC(C2=C1C=CC=C2)(C2=C(C)C=C(C=C2)OC=2C=C(C(=CC2)C(=O)O)C(=O)O)C2=C(C)C=C(C=C2)OC=2C=C(C(=CC2)C(=O)O)C(=O)O